CC1=NC=CC(=C1)OC1=CC(=NC=C1)NC(C1=CC(=CC=C1)NC1=CC=NC=C1)=O N-(4-((2-methylpyridin-4-yl)oxy)pyridin-2-yl)-3-(pyridin-4-ylamino)benzamide